C(C)(=O)NS1C(=CC(=C1NC(C)=O)C(=O)NC1C(NC(CC1)=O)=O)C(=O)NC S-acetamido-N4-(2,6-dioxopiperidin-3-yl)-5-acetamido-N2-methylthiophene-2,4-dicarboxamide